C(C1=CC=CC=C1)N(C(=O)C1=NC(=NC(=C1)NC(C)(CC(C)(C)C)C)Cl)C N-benzyl-2-chloro-N-methyl-6-((2,4,4-trimethylpentan-2-yl)amino)-pyrimidine-4-carboxamide